4-[[2-(2-chlorophenyl)acetyl]amino]-N-(1-cyclopropyl-1-methyl-ethyl)pyridine-2-carboxamide ClC1=C(C=CC=C1)CC(=O)NC1=CC(=NC=C1)C(=O)NC(C)(C)C1CC1